3-(2-(((S)-piperidin-3-yl)amino)-5-(trifluoromethyl)pyrimidin-4-yl)-1H-pyrrole N1C[C@H](CCC1)NC1=NC=C(C(=N1)C1=CNC=C1)C(F)(F)F